4-(7-(8-chloro-3-(methoxymethoxy)naphthalen-1-yl)-2,6,8-trifluoroquinazolin-4-yl)-6-methyl-1,4-oxaazepan-6-ol ClC=1C=CC=C2C=C(C=C(C12)C1=C(C=C2C(=NC(=NC2=C1F)F)N1CCOCC(C1)(O)C)F)OCOC